ClC1=CC=C(C=C1)C=1C=C2C(=NC1)NC(N2CC2=C(C#N)C=CC=C2)=O 2-[[6-(4-chlorophenyl)-2-oxo-3H-imidazo[4,5-b]pyridin-1-yl]methyl]benzonitrile